6-chloro-4-methyl-2-(trifluoromethyl)-4,9-dihydro-10H-pyrimido[5,4-b]thiazolo[5,4-e][1,4]diazepin-10-one ClC=1N=CC=2NC(C3=C(N(C2N1)C)SC(=N3)C(F)(F)F)=O